fluororhamnose FC(=O)[C@H](O)[C@H](O)[C@@H](O)[C@@H](O)C